4-{4-[3,5-Bis(trifluoromethyl)phenoxy]phenyl}-5-[(2,2-difluoropropyl)-6-oxo-1,4,5,6-tetrahydropyrrolo[3,4-c]pyrazol-3-yl]-1,3-benzoxazol-2(3H)-on FC(C=1C=C(OC2=CC=C(C=C2)C2=C(C=CC3=C2NC(O3)=O)C=3C2=C(N(N3)CC(C)(F)F)C(NC2)=O)C=C(C1)C(F)(F)F)(F)F